FC1(CCN(CC1)C1=NC(=CC(=N1)C=1C(=NC(=C(C(=O)N)C1)N1CCC2(CC2)CC1)NS(=O)(=O)CCO)C)F (2-(4,4-difluoropiperidin-1-yl)-6-methylpyrimidin-4-yl)-6-((2-hydroxyethyl)sulfonamido)-2-(6-azaspiro[2.5]octan-6-yl)nicotinamide